CC1=CC=C(C=C1)C1=CC=C(C=C1)CN(C(C)=O)C1=CC=C(C2=NON=C21)[N+](=O)[O-] N-((4'-methyl-[1,1'-biphenyl]-4-yl)methyl)-N-(7-nitrobenzo[c][1,2,5]oxadiazol-4-yl)acetamide